CN1C2=C(CC[C@H](C1=O)NC(=O)C=1OC(=NN1)C1(CC1)C1=CC=CC=C1)C=CC=N2 (R)-N-(9-methyl-8-oxo-6,7,8,9-tetrahydro-5H-pyrido[2,3-b]azepin-7-yl)-5-(1-phenylcyclopropyl)-1,3,4-oxadiazole-2-carboxamide